C(C=C)C=1C=CC(=C(C1)C1=C(C=CC(=C1)CC=C)OCC=C)OCC=C 5,5'-di-2-propen-1-yl-2,2'-bis(2-propen-1-yloxy)-1,1'-biphenyl